tert-butyl-4-(4-amino-5-bromo-7-methyl-7H-pyrrolo[2,3-d]pyrimidin-6-yl)phenylcarbamate C(C)(C)(C)OC(NC1=CC=C(C=C1)C1=C(C2=C(N=CN=C2N)N1C)Br)=O